(2,8-dimethyl-1,2,3,4,4a,9b-hexahydro-5H-pyrido[4,3-b]indol-5-yl)(3-methoxy-1-methyl-1H-pyrazol-4-yl)methanone CN1CC2C(N(C=3C=CC(=CC23)C)C(=O)C=2C(=NN(C2)C)OC)CC1